COC=1C=CC2=C(N(CC(O2)C)C(=O)C2=CC(=CC=C2)N2C=NC=C2)C1 (2,3-Dihydro-6-methoxy-2-methyl-4H-1,4-benzoxazin-4-yl)[3-(1H-imidazol-1-yl)phenyl]methanone